(3,3-difluorocyclobutyl)(6-(2-methyl-2H-pyrazolo[3,4-b]pyridin-5-yl)thieno[2,3-b]pyridin-2-yl)methan-d-ol FC1(CC(C1)C(O)([2H])C1=CC=2C(=NC(=CC2)C2=CC=3C(N=C2)=NN(C3)C)S1)F